tert-butyl 2-[4-[3-chloro-4-[2-hydroxy-1-(2-pyridyl)ethoxy]pyrazolo[1,5-a]pyridin-6-yl]-5-methyl-pyrazol-1-yl]-7-azaspiro[3.5]nonane-7-carboxylate ClC=1C=NN2C1C(=CC(=C2)C=2C=NN(C2C)C2CC1(C2)CCN(CC1)C(=O)OC(C)(C)C)OC(CO)C1=NC=CC=C1